C(C(C)C)N1CCC(CC1)N1CCC(CC1)C=1C=C(C2=C(NC(=N2)C=2C=C3C=CN=CC3=CC2)C1)C 6-(6-(1'-isobutyl-[1,4'-bipiperidin]-4-yl)-4-methyl-1H-benzo[d]imidazol-2-yl)isoquinoline